Cl.Cl.C(CCSSCCC(=O)OC)(=O)OC dimethyl 3,3'-dithio-dipropionate Dihydrochloride